C[C@@H]1CC2=C(CN1C(=O)OC(C)(C)C)SC(=N2)NC tert-butyl (R)-6-methyl-2-(methylamino)-6,7-dihydrothiazolo[5,4-c]pyridine-5(4H)-carboxylate